5,10-dihydropyrazolo[3',4':4,5]pyrido[1,2-h][1,7]naphthyridin-9(6H)-one N1=CC=CC=2CCN3C(C12)=CC=1C(=C3)C(NN1)=O